3,5-Dicarboxyphenyldiphenylphosphine oxide C(=O)(O)C=1C=C(C=C(C1)C(=O)O)P(C1=CC=CC=C1)(C1=CC=CC=C1)=O